6-(trifluoromethyl)benzo[b]thiophen-3(2H)-one FC(C=1C=CC2=C(SCC2=O)C1)(F)F